NC1=C(C(=C(OC=2C=CC(=C(C#N)C2)F)C(=C1I)C)F)F 5-(4-amino-2,3-difluoro-5-iodo-6-methylphenoxy)-2-fluorobenzonitrile